1-(3-methyloxetan-3-yl)-3-(2-((4-(4-methylpiperazin-1-yl)phenyl)amino)-5-((triisopropylsilyl)ethynyl)pyrido[2,3-d]pyrimidin-7-yl)urea CC1(COC1)NC(=O)NC=1C=C(C2=C(N=C(N=C2)NC2=CC=C(C=C2)N2CCN(CC2)C)N1)C#C[Si](C(C)C)(C(C)C)C(C)C